3-(5-cyanopyridin-2-yl)-1-methyl-1H-pyrazole-5-carboxylic acid C(#N)C=1C=CC(=NC1)C1=NN(C(=C1)C(=O)O)C